COC1=NC2=C(C=CC=C2C=C1)COC1OCCCC1 2-methoxy-8-(((tetrahydro-2H-pyran-2-yl)oxy)methyl)quinoline